COC(C1=CC(=NC=C1)C=1OC2=C(C1)C=CC=C2)=O 2-(benzofuran-2-yl)isonicotinic acid methyl ester